FC1=NC=CC2=C1CC1CCC2N1C(=O)N 1-fluoro-6,7,8,9-tetrahydro-5H-5,8-epiminocyclohepta[c]-pyridine-10-carboxamide